FC=1C(=NC(=NC1)NC1=CC=C(C=N1)N1CCN(CC1)C(CCCCCCC(=O)NO)=O)C=1C=C(C2=C(N(C(=N2)C)C(C)C)C1)F 8-(4-(6-((5-fluoro-4-(4-fluoro-1-isopropyl-2-methyl-1H-benzo[d]imidazol-6-yl)pyrimidin-2-yl)amino)pyridin-3-yl)piperazin-1-yl)-N-hydroxy-8-oxooctanamide